4-tert-butyl-N-[6-(2-hydroxy-ethoxy)-5-(2-methoxy-phenoxy)-[2,2']-bipyrimidin-4-yl]-benzenesulfonamide monohydrate O.C(C)(C)(C)C1=CC=C(C=C1)S(=O)(=O)NC1=NC(=NC(=C1OC1=C(C=CC=C1)OC)OCCO)C1=NC=CC=N1